BrC=1C(=NC=C(C1)C(=C)CO[Si](C)(C)C(C)(C)C)C 3-Bromo-5-(3-((tert-butyldimethylsilyl)oxy)prop-1-en-2-yl)-2-methylpyridine